N1=CN=C(C2=C1CCC2)N 6,7-dihydro-5H-cyclopenta[d]pyrimidin-4-amine